4,9-dioxo-1,5-dioxonan-7-yl isobutyrate C(C(C)C)(=O)OC1COC(CCOC(C1)=O)=O